COS(=O)(=O)[O-].C(CCCCCCCCCCCCCCCCC)(=O)OCC[N+](C)(CCO)CCOC(CCCCCCCCCCCCCCCCC)=O di(stearoyloxyethyl)hydroxyethyl-methyl-ammonium methylsulfate